((3,3-dimethyl-2,3-dihydrobenzofuran-5-yl)sulfonyl)-4-methylpyrrolidine-3-carboxamide CC1(COC2=C1C=C(C=C2)S(=O)(=O)N2CC(C(C2)C)C(=O)N)C